N-[2-[[5-bromo-2-[5-ethyl-2-methoxy-4-(4-piperazin-1-yl-1-piperidyl)anilino]pyrimidine-4-yl]amino]-5-methoxy-phenyl]-N-methyl-methanesulfonamide BrC=1C(=NC(=NC1)NC1=C(C=C(C(=C1)CC)N1CCC(CC1)N1CCNCC1)OC)NC1=C(C=C(C=C1)OC)N(S(=O)(=O)C)C